3-(4-((4-(((3,5-dimethyladamantan-1-yl)amino)methyl)-2-fluorobenzyl)thio)-1-oxoisoindolin-2-yl)piperidine-2,6-dione CC12CC3(CC(CC(C1)(C3)C)C2)NCC2=CC(=C(CSC3=C1CN(C(C1=CC=C3)=O)C3C(NC(CC3)=O)=O)C=C2)F